C(C)(C)N1N=NC2=C1C=CC(=C2)C=2OC1=C(N2)C=C(C=C1)OC 2-(1-isopropyl-1H-benzo[d][1,2,3]triazol-5-yl)-5-methoxybenzo[d]oxazole